ClC=1C=C(C=C(C1)Cl)C1=CC(=CC(=N1)OC=1C=NC(=NC1)N1CCN(CC1)CCC(=O)O)CN1CCC(CC1)CNC(=O)OC 3-(4-(5-((6-(3,5-dichlorophenyl)-4-((4-(((methoxycarbonyl)amino)methyl)piperidin-1-yl)methyl)pyridin-2-yl)oxy)pyrimidin-2-yl)piperazin-1-yl)propanoic acid